BrC1=CC=C2C=C(C(=NC2=C1)N)F 7-Bromo-3-fluoroquinolin-2-amine